(S)-2-(1-Cyanopyrrolidin-3-yl)-N-(3-(3-methoxyphenyl)isoOxazol-5-yl)acetamide C(#N)N1C[C@@H](CC1)CC(=O)NC1=CC(=NO1)C1=CC(=CC=C1)OC